C1N(CC12CCNCC2)C=2C=C(C=CC2)N2C=CC1=C(C=CC(=C21)C)F N-(3-(2,7-diazaspiro[3.5]nonan-2-yl)phenyl)-4-fluoro-7-methyl-1H-indole